FC=1C=NC=CC1N1[C@@H](CN(CC1)C(=O)N[C@H](C)C1=CC(=CC=C1)OC)C (R)-4-(3-Fluoropyridin-4-yl)-N-((R)-1-(3-methoxyphenyl)ethyl)-3-methylpiperazine-1-carboxamide